anti-butoxide [O-]CCCC